Methylene(cyclopentadienyl)(tetramethylcyclopentadienyl)zirconium C=[Zr](C1(C(=C(C(=C1)C)C)C)C)C1C=CC=C1